3-(2-methoxyethoxy)phenol COCCOC=1C=C(C=CC1)O